N-[4-[1-(Benzenesulfonyl)pyrrolo[2,3-b]pyridin-4-yl]phenyl]-2-(dimethylamino)acetamide C1(=CC=CC=C1)S(=O)(=O)N1C=CC=2C1=NC=CC2C2=CC=C(C=C2)NC(CN(C)C)=O